FC=1C=C2C=C(NC2=CC1OCC1=NOC(=C1)C)CN (5-fluoro-6-((5-methylisoxazol-3-yl)methoxy)-1H-indol-2-yl)methanamine